COC=1C=C(C(=O)N2[C@H](C[C@H](CC2)C2=C(C=C(N=N2)N)C)C)C=CC1OC=1C=NC(=CC1)C(F)(F)F 6-[(2S,4S)-1-(3-Methoxy-4-{[6-(trifluoromethyl)pyridin-3-yl]oxy}benzoyl)-2-methylpiperidin-4-yl]-5-methylpyridazin-3-amine